rac-(3S,4S)-1-(tert-butoxycarbonyl)-4-(2-chlorophenyl)pyrrolidine-3-carboxylic acid C(C)(C)(C)OC(=O)N1C[C@H]([C@H](C1)C1=C(C=CC=C1)Cl)C(=O)O |r|